C(C)N1C=CC2=CC=C(C=C12)C=1C=C(C=CC1)[C@H](CC(=O)O)NC(=O)NC=1C(N(C=CC1O)C)=O (S)-3-(3-(1-ethyl-1H-indol-6-yl)phenyl)-3-(3-(4-hydroxy-1-methyl-2-oxo-1,2-dihydropyridin-3-yl)ureido)propionic acid